CC1(CC1)CN1C(N(C(C2=CC(=CC=C12)S(NC1(CC1)C)(=O)=O)=O)NC(C(=C)C)=O)=O N-(1-((1-methylcyclopropyl)methyl)-6-(N-(1-methylcyclopropyl)sulfamoyl)-2,4-dioxo-1,4-dihydroquinazolin-3(2H)-yl)methacrylamide